3-[(4-{3,9-diazaspiro[5.5]undecan-3-yl}phenyl)amino]-5-[(3R)-3-(3-methyl-2-oxoimidazolidin-1-yl)piperidin-1-yl]pyrazine-2-carboxamide C1CN(CCC12CCNCC2)C2=CC=C(C=C2)NC=2C(=NC=C(N2)N2C[C@@H](CCC2)N2C(N(CC2)C)=O)C(=O)N